FC=1C=C(CNC(C)=O)C=C(C1F)F N-(3,4,5-trifluorobenzyl)acetamide